COC1=CC=C(C=C1)C1=NN2C(=NC=3C=CC(=CC3C2=N1)C#N)N[C@H]1C(NCCCC1)=O 2-(4-methoxyphenyl)-5-{[(3R)-2-oxoazepan-3-yl]amino}[1,2,4]triazolo[1,5-c]quinazoline-9-carbonitrile